N6-(4-hydroxy-3-methyl-2-butenyl)adenine OCC(=CCNC1=C2NC=NC2=NC=N1)C